dimethyl 1-(1-(4-fluorophenyl) ethyl)-4,4-dimethyl-5-oxo-4,5-dihydro-1H-pyrrole-2,3-dicarboxylate FC1=CC=C(C=C1)C(C)N1C(=C(C(C1=O)(C)C)C(=O)OC)C(=O)OC